FC(C(C(CC(=O)N)=O)(C)C)(C(=O)NO)F (Z)-5,5-difluoro-N'-hydroxy-4,4-dimethyl-3-oxohexanediamide